N[C@H]1CC[C@H](CC1)CC=1C=CC2=C(\C(\C(C=3C(=NC=NC23)N)(C)C)=N/OC)C1 (6Z)-8-[(cis-4-aminocyclohexyl)methyl]-6-methoxyimino-5,5-dimethyl-benzo[h]quinazolin-4-amine